C(C)(=O)O.CC\C=C/CCCCCCCC Z-3-dodecene acetate